2,7-bis(3,5-bis(trifluoromethyl)phenyl)-9H-carbazole FC(C=1C=C(C=C(C1)C(F)(F)F)C1=CC=2NC3=CC(=CC=C3C2C=C1)C1=CC(=CC(=C1)C(F)(F)F)C(F)(F)F)(F)F